ClC=1C=C(C(=O)OC)C(=CN1)\C=C\C(=O)OC Methyl (E)-2-chloro-5-(3-methoxy-3-oxoprop-1-en-1-yl)isonicotinate